acrylate (2-hydroxypropyl methacrylate) OC(CC=C(C(=O)O)C)C.C(C=C)(=O)O